C1(=CC=CC=C1)C(C(C(=O)C)(N)C)C phenyl-2-methyl-2-amino-methyl-1-butanone